O=C1N[C@H]2[C@@H](N1)CS[C@H]2CCCCC(=O)NCC2=CC=C(C(=O)OCC#C)C=C2 prop-2-yn-1-yl 4-((5-((3aS,4S,6aR)-2-oxohexahydro-1H-thieno[3,4-d]imidazol-4-yl)pentanamido)methyl)benzoate